1-[4-chloro-2-(6-methoxypyrimidin-4-yl)phenyl]-1H-1,2,3-triazole-4-carboxamide ClC1=CC(=C(C=C1)N1N=NC(=C1)C(=O)N)C1=NC=NC(=C1)OC